(S)-N-(8,9-difluoro-6-oxo-1,4,5,6-tetrahydro-2H-pyrano[3,4-c]isoquinolin-1-yl)-5-fluoro-N-methyl-1H-pyrrolo[3,2-b]pyridine-2-carboxamide FC=1C(=CC=2C3=C(NC(C2C1)=O)COC[C@H]3N(C(=O)C3=CC1=NC(=CC=C1N3)F)C)F